CC=1C=C(C=C(C1)C)C1=C2CC(=CC2=CC=2OCCOC21)C(C)C 5-(3,5-Dimethylphenyl)-7-isopropyl-2,3-dihydro-6H-indeno[5,6-b][1,4]dioxine